(2S,3S,4R,5R)-5-(6-((3-chlorobenzyl))amino-2-(5-chloropyridin-3-yl)-9H-purin-9-yl)-3,4-dihydroxyl-N-methyltetrahydrofuran-2-carboxamide ClC=1C=C(CNC2=C3N=CN(C3=NC(=N2)C=2C=NC=C(C2)Cl)[C@H]2[C@@H]([C@@H]([C@H](O2)C(=O)NC)O)O)C=CC1